(S)-N-(3-amino-1-(hydroxyamino)-3-methyl-1-oxobutan-2-yl)-4-((4-((cyclopropylamino)methyl)phenyl)ethynyl)benzamide dihydrochloride Cl.Cl.NC([C@@H](C(=O)NO)NC(C1=CC=C(C=C1)C#CC1=CC=C(C=C1)CNC1CC1)=O)(C)C